C[Pt](C[Si](C)(C)C)C dimethyltrimethylsilylmethylplatinum